(3,5-di-tert-butylphenyl)-(1,10-phenanthroline-2-yl)-methanol C(C)(C)(C)C=1C=C(C=C(C1)C(C)(C)C)C(O)C1=NC2=C3N=CC=CC3=CC=C2C=C1